(S)-methyl 4-amino-1-(2-chloro-4-methoxy-6-methylphenyl)-6-oxo-1,6-dihydropyrimidine-5-carboxylate NC=1N=CN(C(C1C(=O)OC)=O)C1=C(C=C(C=C1C)OC)Cl